2-propoxybenzylidene malonate C1(CC(=O)OC(C2=C(C=CC=C2)OCCC)O1)=O